C(C1=CC=CC=C1)NC(CC1=NC=C(C=C1)C1=CC=C(C=C1)C)=O N-benzyl-2-(5-(4-methylphenyl)pyridine-2-yl)acetamide